5-[6-[1-[2-(aminomethyl)-3,3-difluoro-allyl]-5-oxo-1,2,4-triazol-4-yl]-2-pyridyl]-1-ethyl-pyridin-2-one NCC(CN1N=CN(C1=O)C1=CC=CC(=N1)C=1C=CC(N(C1)CC)=O)=C(F)F